C1(=C(C=CC=C1)C=1C=CC(=NC1)CC=1OC=C(N1)C(=O)OCC)C ethyl 2-((5-(o-tolyl)pyridin-2-yl)methyl)oxazole-4-carboxylate